tert-butyl 6-[1-(1-ethoxy-3-methyl-1-oxobutan-2-yl)pyrazol-4-yl]-2,6-diazaspiro[3.3]heptane-2-carboxylate C(C)OC(C(C(C)C)N1N=CC(=C1)N1CC2(CN(C2)C(=O)OC(C)(C)C)C1)=O